BrC=1C=CC=C2C(=C(C(N(C12)C)=O)C#N)N1CCC(CC1)(C=1OC2=C(N1)C(=C(C=C2)C)C(F)(F)F)C 8-bromo-1-methyl-4-{4-methyl-4-[5-methyl-4-(trifluoromethyl)-1,3-benzooxazol-2-yl]piperidin-1-yl}-2-oxo-1,2-dihydroquinoline-3-carbonitrile